(azetidin-1-yl)-2-(2-phenyl-1,2,3,4-tetrahydroquinolin-6-yl)ethan-1-one N1(CCC1)C(CC=1C=C2CCC(NC2=CC1)C1=CC=CC=C1)=O